5-[4-(5,5-dimethyl-1,3,2-dioxaborinan-2-yl)phenyl]-1-methyl-1,2,4-triazole CC1(COB(OC1)C1=CC=C(C=C1)C1=NC=NN1C)C